C(C)NS(=O)(=O)NC1=NC=CC(=C1)CN1CCN(CC1)C=1C=CC(=NC1)C(=O)NC 5-(4-((2-((N-ethylsulfamoyl)amino)pyridin-4-yl)methyl)piperazin-1-yl)-N-methylpicolinamide